(R)-3-((3,3-diethyl-7-(methylsulfanyl)-1,1-dioxo-5-phenyl-2,3,4,5-tetrahydro-1,5-benzothiazepin-8-yl)oxy)-2-fluoro-2-methylpropanoic acid C(C)C1(CS(C2=C(N(C1)C1=CC=CC=C1)C=C(C(=C2)OC[C@@](C(=O)O)(C)F)SC)(=O)=O)CC